3-(3-fluoro-2-methoxyanilino)-2-{3-[(oxetan-3-yl)methoxy]pyridin-4-yl}-1,5,6,7-tetrahydro-4H-pyrrolo[3,2-c]pyridin-4-one FC=1C(=C(NC2=C(NC3=C2C(NCC3)=O)C3=C(C=NC=C3)OCC3COC3)C=CC1)OC